(2S,3R,5R)-3-(5-((2-chloro-3,4-dihydroxybenzamido)methyl)-4,5-dihydroisoxazol-3-yl)-3-methyl-7-oxo-4-thia-1-azabicyclo[3.2.0]heptane-2-carboxylic acid 4,4-dioxide ClC1=C(C(=O)NCC2CC(=NO2)[C@]2([C@@H](N3C(C[C@H]3S2(=O)=O)=O)C(=O)O)C)C=CC(=C1O)O